C(C)(C)C1=C(NC2=CC=C(C=C12)C1CCN(CC1)CC(=O)N(C)C)C1=CC=2N(C=C1)N=C(N2)C 2-(4-(3-isopropyl-2-(2-methyl-[1,2,4]triazolo[1,5-a]pyridin-7-yl)-1H-indol-5-yl)piperidin-1-yl)-N,N-dimethylacetamide